5-(5-(3,5-dichlorophenyl)-5-(trifluoromethyl)-4,5-dihydro-isoxazol-3-yl)-2-(1H-1,2,4-triazole-1-yl)benzoic acid ClC=1C=C(C=C(C1)Cl)C1(CC(=NO1)C=1C=CC(=C(C(=O)O)C1)N1N=CN=C1)C(F)(F)F